methylpropionate COC(CC)=O